(S)-4-(4-(3-(6-(8-(benzo[d]thiazol-2-ylcarbamoyl)-3,4-dihydroisoquinolin-2(1H)-yl)-2-(tert-butoxycarbonyl)pyridin-3-yl)-2-methylphenoxy)phenyl)pentanoic acid S1C(=NC2=C1C=CC=C2)NC(=O)C=2C=CC=C1CCN(CC21)C2=CC=C(C(=N2)C(=O)OC(C)(C)C)C=2C(=C(OC1=CC=C(C=C1)[C@H](CCC(=O)O)C)C=CC2)C